(3-(furan-2-yl)phenyl)methylamine O1C(=CC=C1)C=1C=C(C=CC1)CN